FC1=CN=C2NC=3C=C(C=C(OCCCOC4=C(C1=C2)C=CC(=C4)F)N3)C[S@](=NC([C@@H](N)C(C)C)=O)(=O)C |&1:27| N-[(RS)-{[15,19-difluoro-3,4-dihydro-2H,11H-10,6-(azeno)-12,16-(metheno)-1,5,11,13-benzodioxadiazacyclooctadecin-8-yl]methyl}(methyl)oxo-lambda6-sulfanylidene]-L-valinamide